ClC1=C(C2=C(N(C(OC23CCCC3)=O)C3=CC=NN3C)C=C1)F 6-Chloro-5-fluoro-1-(1-methyl-1H-pyrazol-5-yl)spiro[benzo[d][1,3]oxazin-4,1'-cyclopentane]-2(1H)-one